ClC=1C=CC2=C(O[C@@H](CN(S2(=O)=O)CC2=CC(=CC=3C=CSC32)[C@H](CC(=O)OCC)C3=C(C2=C(N(N=N2)C)C=C3)C)CC)N1 Ethyl (3S)-3-(7-{[(4R)-7-chloro-4-ethyl-1,1-dioxido-3,4-dihydro-2H-pyrido[2,3-b][1,4,5]oxathiazepin-2-yl]methyl}-1-benzothiophen-5-yl)-3-(1,4-dimethyl-1H-benzotriazol-5-yl)propanoate